FC1=CC=CC=2COCCCOC=3C(=CC=C(C4=NNC5=CN=C(C12)C=C45)C3)N3CCC(CC3)(N(C)C)C 1-{17-fluoro-7,11-dioxa-20,23,24-triazapentacyclo[17.5.2.12,6.013,18.022,25]heptacosa-1(24),2,4,6(27),13(18),14,16,19,21,25-decaen-5-yl}-N,N,4-trimethylpiperidin-4-amine